tert-butyl 3-formyl-4-methylpyrrolidine-1-carboxylate C(=O)C1CN(CC1C)C(=O)OC(C)(C)C